ClC=1C2=C(N=C(N1)C)C=NN2C 7-chloro-1,5-dimethylpyrazolo[4,3-d]pyrimidine